difluorobenzodithiazole-bistin salt [Sn].[Sn].FC=1C=CC2=C(NSS2)C1F